sulfuryl fluoride, ammonium salt [NH4+].S(=O)(=O)(F)F